N-ethyl-N-(2-(4-((2-(3-Fluorobenzoyl)-6-hydroxybenzo[b]thiophen-3-yl)oxy)phenoxy)ethyl)glycine ethyl ester C(C)OC(CN(CCOC1=CC=C(C=C1)OC=1C2=C(SC1C(C1=CC(=CC=C1)F)=O)C=C(C=C2)O)CC)=O